NCCOC=1C=NC(=NC1)C1=C(C=C(C#N)C=C1)OC1=CC(=NC(=C1)N1CCOCC1)C 4-[5-(2-aminoethoxy)pyrimidin-2-yl]-3-(2-methyl-6-morpholin-4-ylpyridin-4-yl)oxybenzonitrile